1-(3-bromo-1-methyl-1H-pyrazol-5-yl)ethan-1-one BrC1=NN(C(=C1)C(C)=O)C